FC([C@H]1COCCN1C#N)(F)F (3R)-3-(trifluoromethyl)-1,4-oxazinane-4-carbonitrile